(E)-N-(4-(2-(3-(dicyanomethylene)-5,5-dimethylcyclohex-1-en-1-yl)vinyl)phenyl)carboxamide C(#N)C(=C1C=C(CC(C1)(C)C)/C=C/C1=CC=C(C=C1)NC=O)C#N